C(C=C)N1N(C2=NC(=NC=C2C1=O)SC)C1=NC(=CC=C1)CO 2-allyl-1-(6-(hydroxymethyl)pyridin-2-yl)-6-(methylthio)-1,2-dihydro-3H-pyrazolo[3,4-d]pyrimidin-3-one